ClC=1C=C2C=CN=CC2=C(C1)C=O 6-chloroisoquinoline-8-Formaldehyde